C(C)(C)(C)OC(CC[C@@H](C(=O)N)N1C(C2=CC=C(C=C2C1)C[C@@H]1[C@H](CCC(C1)=C)NC(=O)OC(C)(C)C)=O)=O (S)-5-amino-4-(5-(((1R,2S)-2-((tert-butoxycarbonyl)amino)-5-methylenecyclohexyl)methyl)-1-oxoisoindolin-2-yl)-5-oxopentanoic acid tert-butyl ester